(2,2-dimethylpiperazin-1-yl)(2-(3-fluoro-2-hydroxyphenyl)-6a-(fluoromethyl)-5,6,6a,7,9,10-hexahydro-8H-pyrazino[1',2':4,5]pyrazino[2,3-c]pyridazin-8-yl)methanone CC1(N(CCNC1)C(=O)N1CC2(N(C=3C(=NN=C(C3)C3=C(C(=CC=C3)F)O)NC2)CC1)CF)C